1,3-bis(N,N-diglycidyl-amino-methyl)cyclohexane C(C1CO1)N(CC1CO1)CC1CC(CCC1)CN(CC1CO1)CC1CO1